(S)-2-Methyl-propane-2-sulfinic acid [1-(4-bromo-3-chloro-phenyl)-eth-(E)-ylidene]-amide BrC1=C(C=C(C=C1)\C(\C)=N\[S@@](=O)C(C)(C)C)Cl